FC1=CC=C(C=C1)N1N=C2C=CC=CC2=C1 2-(4-fluorophenyl)-2H-indazole